11-(4-fluorophenyl)-3-methoxy-10-(trifluoromethyl)-3,4-dihydro-2H,6H-[1,4]thiazepino[2,3,4-ij]quinazolin-6-one FC1=CC=C(C=C1)C1=C(C=C2C=NC(N3C2=C1SCC(C3)OC)=O)C(F)(F)F